N-((1r,4r)-4-(7-chloro-1-methyl-2,3-dioxo-2,3-dihydropyrido[2,3-b]pyrazin-4(1H)-yl)cyclohexyl)-4-(trifluoromethoxy)benzamide ClC1=CC2=C(N(C(C(N2C)=O)=O)C2CCC(CC2)NC(C2=CC=C(C=C2)OC(F)(F)F)=O)N=C1